4-(trifluoromethyl)bicyclo[2.2.2]octane-1-carboxylic acid FC(C12CCC(CC1)(CC2)C(=O)O)(F)F